ethyl 2-(1-(4-(3-(2,3-dioxoindolin-1-yl)propanamido)benzyl)-3,5-dimethyl-1H-pyrazol-4-yl)acetate O=C1N(C2=CC=CC=C2C1=O)CCC(=O)NC1=CC=C(CN2N=C(C(=C2C)CC(=O)OCC)C)C=C1